4-(1-Cyclopropyl-1H-pyrrolo[2,3-b]pyridin-3-yl)-2-((4-fluoro-2-methoxy-5-nitrophenyl)amino)pyrimidine-5-carbonitrile C1(CC1)N1C=C(C=2C1=NC=CC2)C2=NC(=NC=C2C#N)NC2=C(C=C(C(=C2)[N+](=O)[O-])F)OC